C(#N)C1=CC(=C(COC2=CC=CC(=N2)C2=CC=C(C=3CCOC32)C(C)C3=NC2=C(N3CC3(CC3)CF)C=C(C=C2)C(=O)O)C=C1)F 2-(1-(7-(6-((4-cyano-2-fluorobenzyl)oxy)pyridin-2-yl)-2,3-dihydrobenzofuran-4-yl)ethyl)-1-((1-(fluoromethyl)cyclopropyl)methyl)-1H-benzo[d]imidazole-6-carboxylic acid